2-(((7-(4''-(((2-hydroxyethyl)amino)methyl)-2,2'-dimethyl-[1,1':3',1''-terphenyl]-3-yl)-[1,2,4]triazolo[1,5-a]pyridin-2-yl)methyl)amino)ethan-1-ol OCCNCC1=CC=C(C=C1)C=1C(=C(C=CC1)C1=C(C(=CC=C1)C1=CC=2N(C=C1)N=C(N2)CNCCO)C)C